FC1(CN(C1)C1CCC(CC1)NC(=O)C=1C2=C(N=C(N1)N1C=NC=C1)C=NN2)C N-((1s,4s)-4-(3-fluoro-3-methylazetidin-1-yl)cyclohexyl)-5-(1H-imidazol-1-yl)-1H-pyrazolo[4,3-d]pyrimidine-7-carboxamide